ClC=1C(=CC2=C(CC(O2)C2=NC(=CC=C2)C2=NN=NN2)C1)F 2-(5-chloro-6-fluoro-2,3-dihydrobenzofuran-2-yl)-6-(1H-tetrazol-5-yl)pyridine